amylether C(CCCC)OCCCCC